ClC(C(=O)N1C(COC2=C1C=CC=C2)C)Cl 4-dichloroacetyl-3,4-dihydro-3-methyl-2H-1,4-benzoxazine